2-bromo-4-((1-((tert-butyldimethylsilyl)oxy)propan-2-yl)oxy)-6-iodo-3-(methoxymethoxy)pyridine BrC1=NC(=CC(=C1OCOC)OC(CO[Si](C)(C)C(C)(C)C)C)I